(3R,4'S)-2-oxospiro[indoline-3,3'-pyrrolidine]-4'-carbonitrile O=C1NC2=CC=CC=C2[C@]12CNC[C@H]2C#N